CC1CN(C(O1)=O)C1=CC=C(C=C1)B1OC(C(O1)(C)C)(C)C 5-methyl-3-(4-(4,4,5,5-tetramethyl-1,3,2-dioxaborolan-2-yl)phenyl)oxazolidin-2-one